2-(4-{2-[(2,3-dihydro-1H-inden-2-yl)amino]pyrimidin-5-yl}-3-[(1-ethylazetidin-3-yl)oxy]-1H-pyrazol-1-yl)-1-{1H,4H,5H,6H,7H-[1,2,3]triazolo[4,5-c]pyridin-5-yl}ethan-1-one C1C(CC2=CC=CC=C12)NC1=NC=C(C=N1)C=1C(=NN(C1)CC(=O)N1CC2=C(CC1)NN=N2)OC2CN(C2)CC